N,N-dipropyldodecylamine N-oxide C(CC)[N+](CCC)(CCCCCCCCCCCC)[O-]